3-chloro-2-fluoro-6-(trifluoromethyl)benzaldehyde ClC=1C(=C(C=O)C(=CC1)C(F)(F)F)F